(1r,3r)-3-Hydroxycyclobutyl (8-amino-7-fluoro-6-(8-methyl-2,3-dihydro-1H-pyrido[2,3-b][1,4]oxazin-7-yl)isoquinolin-3-yl)carbamate NC=1C(=C(C=C2C=C(N=CC12)NC(OC1CC(C1)O)=O)C1=C(C2=C(OCCN2)N=C1)C)F